3-(4-((4-(2-(azocan-1-yl)ethyl)benzyl)thio)-1-oxoisoindolin-2-yl)piperidine-2,6-dione N1(CCCCCCC1)CCC1=CC=C(CSC2=C3CN(C(C3=CC=C2)=O)C2C(NC(CC2)=O)=O)C=C1